(3-(((4-methoxybenzyl)oxy)methyl)phenyl)methanol COC1=CC=C(COCC=2C=C(C=CC2)CO)C=C1